CCCCC/C=C\\C/C=C\\C/C=C\\C/C=C\\CCCCCCCCCCCC(=O)[O-] The molecule is a polyunsaturated fatty acid anion that is the conjugate base of (13Z,16Z,19Z,22Z)-octacosatetraenoic acid, obtained by deprotonation of the carboxy group; major species at pH 7.3. It is a conjugate base of a (13Z,16Z,19Z,22Z)-octacosatetraenoic acid.